(Maleic acid) imine C(\C=C/C(=O)O)(O)=N